1-C-(α-L-rhamnopyranosyl)-propan-2-one [C@@H]1([C@H](O)[C@H](O)[C@@H](O)[C@@H](O1)C)CC(C)=O